5-[[2-(4-amino-1,2,5-oxadiazol-3-yl)-4-fluoro-benzimidazol-1-yl]methyl]pyridine-2-carbonitrile NC=1C(=NON1)C1=NC2=C(N1CC=1C=CC(=NC1)C#N)C=CC=C2F